O\N=C(\NC1=C(N=NN1C)C1=CC=C(C(=N1)C)O[C@@H]1C[C@H](CCC1)C(=O)OC)/NC(CCCC)=O Methyl (1S,3S)-3-((6-(5-((Z)-2-hydroxy-3-pentanoylguanidino)-1-methyl-1H-1,2,3-triazol-4-yl)-2-methylpyridin-3-yl)oxy)cyclohexane-1-carboxylate